3-[(R)-(5-Benzyloxy-pyridin-3-yl)-hydroxy-(4-isopropyl-phenyl)-methyl]-3-methyl-azetidine-1-carboxylic acid tert-butyl ester C(C)(C)(C)OC(=O)N1CC(C1)(C)[C@@](C1=CC=C(C=C1)C(C)C)(O)C=1C=NC=C(C1)OCC1=CC=CC=C1